5-(difluoromethoxy)pyridin-2-amine dihydrochloride Cl.Cl.FC(OC=1C=CC(=NC1)N)F